5-{1-[2-hydroxy-5-(methoxycarbonyl)phenyl]-1H-1,2,3-triazol-4-yl}pyridin OC1=C(C=C(C=C1)C(=O)OC)N1N=NC(=C1)C=1C=CC=NC1